2,3-bis[3-(dodecyloxy)phenyl]Quinoxaline C(CCCCCCCCCCC)OC=1C=C(C=CC1)C1=NC2=CC=CC=C2N=C1C1=CC(=CC=C1)OCCCCCCCCCCCC